3-(4-((cyclopropylmethyl)((1r,4r)-4-(((1-(trifluoromethyl)cyclopropyl)methyl)amino)cyclohexyl)amino)-1-oxoisoindolin-2-yl)piperidine-2,6-dione formate C(=O)O.C1(CC1)CN(C1=C2CN(C(C2=CC=C1)=O)C1C(NC(CC1)=O)=O)C1CCC(CC1)NCC1(CC1)C(F)(F)F